dimethyl 1,6-naphthalenedicarboxylate C1(=CC=CC2=CC(=CC=C12)C(=O)OC)C(=O)OC